Ethyl (S)-3-fluoro-4-nitro-5-((oxetan-2-ylmethyl)amino)benzoate FC=1C=C(C(=O)OCC)C=C(C1[N+](=O)[O-])NC[C@H]1OCC1